4-Formylaminomethyl-6,7-dimethyl-1,3-dihydro-pyrrolo[3,4-c]pyridine-2-carboxylic acid tert-butyl ester C(C)(C)(C)OC(=O)N1CC=2C(=NC(=C(C2C1)C)C)CNC=O